FC=1C=C(C(=O)NCC=2N=NN(C2)C(CC(=O)NO)SC2=CC3=CC=CC=C3C=C2)C=CC1F 3,4-difluoro-N-((1-(3-(hydroxyamino)-1-(naphthalen-2-ylthio)-3-oxopropyl)-1H-1,2,3-triazol-4-yl)methyl)benzamide